bis(tert-butylamino)dimethylsilane C(C)(C)(C)N[Si](C)(C)NC(C)(C)C